BrC1=CC2=C(N(C=N2)C(=O)OC(C)(C)C)C=C1 tert-butyl 5-bromo-1H-1,3-benzimidazole-1-carboxylate